NC1=C(C=C(C=N1)NC(C(=O)N1[C@H](CC[C@@H](C1)C)C1=CC(=CC=C1)N1CCC(CC1)N(C)C)=O)CC N-(6-amino-5-ethylpyridin-3-yl)-2-((2R,5S)-2-(3-(4-(dimethylamino)piperidin-1-yl)phenyl)-5-methylpiperidin-1-yl)-2-oxoacetamide